O=C([C@](O)([C@@](O)([C@](O)([C@](O)(C(O)([2H])[2H])[2H])[2H])[2H])[2H])[2H] [1,2,3,4,5,6,6-2H7]glucose